3-oxo-2,3-dihydro-1H-indene-5-carbonitrile O=C1CCC2=CC=C(C=C12)C#N